tert-butyl N-[3-[[2-(2,6-dioxo-3-piperidyl)-1,3-dioxo-isoindolin-4-yl]amino] propyl]carbamate O=C1NC(CCC1N1C(C2=CC=CC(=C2C1=O)NCCCNC(OC(C)(C)C)=O)=O)=O